NC1=NC(=NC=C1)C=1C=C(C=C(C1)Cl)C1(COC2(CCCC2)CN1C(C=C)=O)C 1-(8-(3-(4-aminopyrimidin-2-yl)-5-chlorophenyl)-8-methyl-6-oxa-9-azaspiro[4.5]decan-9-yl)prop-2-en-1-one